NC1(C(NC2=CC(=CC=C12)C1=CC2=C(N=C3N2[C@H]2C4=C(C(N([C@@H]3C2)C)=O)C=CC=C4OC(F)F)C=C1)=O)C (7R,14R)-11-(3-amino-3-methyl-2-oxoindolin-6-yl)-1-(difluoromethoxy)-6-methyl-6,7-dihydro-7,14-methanobenzo[f]benzo[4,5]imidazo[1,2-a][1,4]diazocin-5(14H)-one